FC(CCOCCC[Si](OCC)(OCC)OCC)(F)F 3,3,3-trifluoropropoxypropyltriethoxysilane